O1C(CCCC1)O\N=C(\C(=O)O)/CC1=CC=C(C=C1)C(F)(F)F (E)-2-(((tetrahydro-2H-pyran-2-yl)oxy)imino)-3-(4-(trifluoromethyl)phenyl)propanoic acid